ethyl 1-(2-(2-cyanoethoxy)-2-(5-fluoro-2-methoxyphenyl)ethyl)-3-(2-(isopropylcarbamoyl)phenyl)-5-methyl-2,4-dioxo-1,2,3,4-tetrahydrothieno[2,3-d]pyrimidine-6-carboxylate C(#N)CCOC(CN1C(N(C(C2=C1SC(=C2C)C(=O)OCC)=O)C2=C(C=CC=C2)C(NC(C)C)=O)=O)C2=C(C=CC(=C2)F)OC